ClC1=C(C=C(C=C1N1[C@H](CN(CC1)C1CCS(CC1)(=O)=O)CC)C#N)NC1=NC=2N(C(=N1)NC1CC1)N=CC2C#N (S)-2-((2-chloro-5-cyano-3-(4-(1,1-dioxidotetrahydro-2H-thiopyran-4-yl)-2-ethylpiperazin-1-yl)phenyl)amino)-4-(cyclopropylamino)pyrazolo[1,5-a][1,3,5]triazine-8-carbonitrile